C12(CC3CC(CC(C1)C3)C2)NS(=O)(=O)C2=CC=C(CCNC(C3=CC(=CC=C3)Cl)=O)C=C2 N-(4-(N-((3R,5R)-adamantan-1-yl)aminosulfonyl)phenethyl)-3-chlorobenzamide